2-[2-hydroxy-4-(4-hydroxybutoxy)phenyl]-4,6-bis(2,4-dimethylphenyl)-s-triazine OC1=C(C=CC(=C1)OCCCCO)C1=NC(=NC(=N1)C1=C(C=C(C=C1)C)C)C1=C(C=C(C=C1)C)C